ClC1=C(C=C(C=C1)NC(=O)N[C@@H](C)C=1N(N=CN1)C1=NC=CC=N1)S(N)(=O)=O 1-(4-chloro-3-sulfamoyl-phenyl)-3-[(1S)-1-(2-pyrimidin-2-yl-1,2,4-triazol-3-yl)ethyl]urea